PYRIMIDIN-5-CARBOXAMID N1=CN=CC(=C1)C(=O)N